5-chloro-2-methyl-N-((1r,4r)-4-((3-(2-(methylamino)pyridin-4-yl)-2-oxo-2,3-dihydro-1H-benzo[d]imidazol-1-yl)methyl)cyclohexyl)nicotinamide ClC=1C=NC(=C(C(=O)NC2CCC(CC2)CN2C(N(C3=C2C=CC=C3)C3=CC(=NC=C3)NC)=O)C1)C